Br.C(C)(C)(C)OC(=O)CN1CCN(CCN(CCNCC1)CC(=O)OC(C)(C)C)CC(=O)OC(C)(C)C 1,4,7-tris(tert-butoxycarbonylmethyl)-1,4,7,10-tetraazacyclododecane HBr